3-bromo-5-(3,5-difluorophenoxy)-1-(2,2-difluoroethyl)-1H-1,2,4-triazole BrC1=NN(C(=N1)OC1=CC(=CC(=C1)F)F)CC(F)F